NC1=NC(=C2C(=N1)N(N=C2)CC2=CC=C(C=C2)N)C=2C(=C(C#N)C=CC2)C 3-(6-Amino-1-(4-Aminobenzyl)-1H-Pyrazolo[3,4-d]Pyrimidine-4-Yl)-2-Methylbenzonitrile